(S)-2-((4-(3-(benzyloxy)-4-methyl-1H-pyrazol-1-yl)piperidin-1-yl)methyl)-1-(oxetan-2-ylmethyl)-1H-benzo[d]imidazole-6-carboxylic acid methyl ester COC(=O)C=1C=CC2=C(N(C(=N2)CN2CCC(CC2)N2N=C(C(=C2)C)OCC2=CC=CC=C2)C[C@H]2OCC2)C1